N-(6-(difluoromethyl)pyridin-2-yl)-6-ethoxy-2-(tetrahydro-2H-pyran-2-yl)-2H-indazole-5-carboxamide FC(C1=CC=CC(=N1)NC(=O)C1=CC2=CN(N=C2C=C1OCC)C1OCCCC1)F